tert-butyl (1-(7-(((R)-1-(1,1-difluoro-2,3-dihydro-1H-inden-4-yl)ethyl)carbamoyl)-4-methoxy-2-((2-(trimethylsilyl)ethoxy)methyl)-2H-indazol-5-yl)ethyl)carbamate FC1(CCC2=C(C=CC=C12)[C@@H](C)NC(=O)C1=CC(=C(C2=CN(N=C12)COCC[Si](C)(C)C)OC)C(C)NC(OC(C)(C)C)=O)F